Z-2,2-difluoro-4-phenylbutan-3-enoic acid methyl ester COC(C(\C=C/C1=CC=CC=C1)(F)F)=O